Triphenylboronic acid C1(=CC=CC=C1)OB(OC1=CC=CC=C1)C1=CC=CC=C1